2-allyl-1-(6-(2-hydroxypropan-2-yl)pyridin-2-yl)-6-((1-methyl-1H-indazol-6-yl)amino)-1,2-dihydro-3H-pyrazolo[3,4-d]pyrimidin-3-one C(C=C)N1N(C2=NC(=NC=C2C1=O)NC1=CC=C2C=NN(C2=C1)C)C1=NC(=CC=C1)C(C)(C)O